C(C)OC(\C=C(/CC(OCC)OCC)\C(F)(F)F)=O E-5,5-diethoxy-3-trifluoromethyl-pent-2-enoic acid ethyl ester